((2-chloro-3-((5-chloropyrazin-2-yl)thio)phenyl)sulfonyl)benzamide ClC1=C(C=CC=C1SC1=NC=C(N=C1)Cl)S(=O)(=O)C1=C(C(=O)N)C=CC=C1